OC(C)(C)C1=NN(C=C1)C=1C=CC(N(C1)C=1C=NC(=CC1)N[C@@H]1C[C@H](CC1)NC1=NN2C(C=C(C=C2)C(F)(F)F)=N1)=O 5-(3-(2-Hydroxypropane-2-yl)-1H-pyrazol-1-yl)-6'-(((1S,3S)-3-((7-(trifluoromethyl)-[1,2,4]triazolo[1,5-a]pyridin-2-yl)amino)cyclopentyl)amino)-2H-[1,3'-bipyridyl]-2-one